tert-butyl 4-(8-{3-[(3-fluoro-2-methoxyphenyl)amino]-4-oxo-1H,5H,6H,7H-pyrrolo[3,2-c]pyridin-2-yl}pyrido[3,2-d]pyrimidin-2-yl)piperazine-1-carboxylate FC=1C(=C(C=CC1)NC1=C(NC2=C1C(NCC2)=O)C2=CC=NC1=C2N=C(N=C1)N1CCN(CC1)C(=O)OC(C)(C)C)OC